trans-4-(3-(4-(4-methylpiperazin-1-yl)styryl)-1H-indazol-6-yl)pyrimidin-2-amine CN1CCN(CC1)C1=CC=C(/C=C/C2=NNC3=CC(=CC=C23)C2=NC(=NC=C2)N)C=C1